N-linoleoyl-phenylalanine C(CCCCCCC\C=C/C\C=C/CCCCC)(=O)N[C@@H](CC1=CC=CC=C1)C(=O)O